COC=1C=C2CCN3C(C2=CC1OC)=C\C(\N(C3=O)C3CC(C3)NC(OC(C)(C)C)=O)=N/C3=C(C=C(C=C3C)C)C Tert-butyl N-{3-[(2E)-9,10-dimethoxy-4-oxo-2-[(2,4,6-trimethylphenyl)imino]-6H,7H-pyrimido[4,3-a]isoquinolin-3-yl]cyclobutyl}carbamate